FC1=C2C(=CN=C1N1CCN(CC1)CCOC)NC(=C2C(C)C)C=2C(=C(C=1N(C2)N=CN1)C)C 6-(4-fluoro-3-isopropyl-5-(4-(2-methoxyethyl)piperazin-1-yl)-1H-pyrrolo[2,3-c]pyridin-2-yl)-7,8-dimethyl-[1,2,4]triazolo[1,5-a]pyridine